4-((3-fluoro-6-((5-methyl-1H-pyrazol-3-yl)amino)pyridin-2-yl)methyl)-1-(3-(2-(trifluoromethyl)phenyl)oxetan-3-yl)piperidine-4-carboxylic acid FC=1C(=NC(=CC1)NC1=NNC(=C1)C)CC1(CCN(CC1)C1(COC1)C1=C(C=CC=C1)C(F)(F)F)C(=O)O